COC1=NC=CC(=C1)C1=CC(=C2C=NN(C2=C1)C1OCCCC1)NCCOCCCCNC(OC(C)(C)C)=O tert-butyl (4-(2-((6-(2-methoxypyridin-4-yl)-1-(tetrahydro-2H-pyran-2-yl)-1H-indazol-4-yl)amino)ethoxy)butyl)carbamate